FC1=C(C=CC(=C1)N1N=C(C=C1)CO)NC1=NC=C2C=CC(=NC2=C1)C(O)C1CCN(CC1)C [7-([2-fluoro-4-[3-(hydroxymethyl)pyrazol-1-yl]phenyl]amino)-1,6-naphthyridin-2-yl](1-methylpiperidin-4-yl)methanol